6-bromo-3-((tert-butyldimethylsilyl)oxy)picolinic acid methyl ester COC(C1=NC(=CC=C1O[Si](C)(C)C(C)(C)C)Br)=O